BrC=1C=CC(=C(C1)C)C1=NC(=NO1)COC=1C(=CC(=C(C1)N1C(C=2CCCCC2C1=O)=O)F)Cl 2-(5-((5-(5-bromo-2-tolyl)-1,2,4-oxadiazole-3-yl)methoxy)-4-chloro-2-fluorophenyl)-4,5,6,7-tetrahydro-1H-isoindole-1,3(2H)-dione